Cl.[C@H]12CC(C[C@H](CC1)N2)OCC(=O)OCC ethyl {[(1R,3r,5S)-8-azabicyclo[3.2.1]octan-3-yl]oxy}acetate hydrochloride